tert-Butyl 3-[2-[2-methoxy-6-(trifluoromethyl) phenyl]ethynyl]azetidine-1-carboxylate COC1=C(C(=CC=C1)C(F)(F)F)C#CC1CN(C1)C(=O)OC(C)(C)C